4-hydroxy-2-((2-(trifluoromethyl)phenyl)amino)nicotinic acid OC1=CC=NC(=C1C(=O)O)NC1=C(C=CC=C1)C(F)(F)F